NC1=NN2C(N=C(C=C2)N(CC)CC2=C(C(=CC=C2O)F)C#N)=C1 2-amino-5-((2-cyano-3-fluoro-6-hydroxybenzyl)(ethyl)amino)pyrazolo[1,5-a]pyrimidine